C(C)(=O)OC=1C(=NC=CC1OC)C(N[C@@H](C)C1=NC(=NO1)C1=CC=C(C=C1)F)=O (S)-2-((1-(3-(4-fluorophenyl)-1,2,4-oxadiazol-5-yl)ethyl)carbamoyl)-4-methoxypyridin-3-yl acetate